4-(4-chloro-7-(tetrahydrofuran-3-yl)-7H-pyrrolo[2,3-d]pyrimidin-5-yl)-3-fluoroaniline ClC=1C2=C(N=CN1)N(C=C2C2=C(C=C(N)C=C2)F)C2COCC2